[Pt].[Au].[Pd].[Fe] iron palladium gold platinum